C(CCC)(=O)OOC1=CC2=C(N(C(S2)=O)C2=NC=C(C=C2Cl)C(F)(F)F)C(=C1)CC Ethyl-(3-(3-chloro-5-(trifluoromethyl) pyridin-2-yl)-2-oxo-2,3-dihydrobenzothiazol-6-yloxy) butyrate